N-(1-(4-methoxyphenyl)-2-oxo-2-((4-(trimethylsilyl)phenyl)amino)ethyl)-3-(pyridin-3-yl)propanamide COC1=CC=C(C=C1)C(C(NC1=CC=C(C=C1)[Si](C)(C)C)=O)NC(CCC=1C=NC=CC1)=O